C[C@H]1CC2=CC=3CCCC3C(=C21)NC(=O)N=S(=O)(N)C=2C=NN1C2OCC1 N'-(((S)-2-methyl-2,4,5,6-tetrahydro-1H-cyclobuta[f]inden-3-yl)carbamoyl)-2,3-dihydropyrazolo[5,1-b]oxazole-7-sulfonimidamide